C1(CC1)CN1C[C@@H](CC1)N1CNCCC1 3-((R)-1-(cyclopropylmethyl)pyrrolidin-3-yl)tetrahydropyrimidin